5-((1R,3S,5R)-3-(hydroxymethyl)bicyclo[3.2.0]hept-1-yl)-2-methoxybenzoic acid methyl ester COC(C1=C(C=CC(=C1)[C@@]12C[C@H](C[C@H]2CC1)CO)OC)=O